6-bromo-3-(dimethylamino)pyridinecarbonitrile BrC1=CC=C(C(=N1)C#N)N(C)C